[7-[2,2-bis(4,4-dioctoxybutanoyloxymethyl)-3-hydroxy-propoxy]-7-oxo-heptyl]2-butyloctanoate C(CCCCCCC)OC(CCC(=O)OCC(COC(CCCCCCOC(C(CCCCCC)CCCC)=O)=O)(CO)COC(CCC(OCCCCCCCC)OCCCCCCCC)=O)OCCCCCCCC